(5-Chloropyridazin-3-yl)-1,1-diphenylmethanimine ClC=1C=C(N=NC1)N=C(C1=CC=CC=C1)C1=CC=CC=C1